6-chloro-N-ethyl-4-{[3-(5-fluoropyrimidin-2-yl)-2-methoxyphenyl]amino}pyridine-3-carboxamide ClC1=CC(=C(C=N1)C(=O)NCC)NC1=C(C(=CC=C1)C1=NC=C(C=N1)F)OC